4-[1-methyl-5-(2-phenoxyphenyl)benzimidazol-2-yl]Butyric acid methyl ester COC(CCCC1=NC2=C(N1C)C=CC(=C2)C2=C(C=CC=C2)OC2=CC=CC=C2)=O